C(=CCCCCCCCC)N decenylamine